CN(C1CN(C1)C1=NC=CC(=C1)OC1=CC(=C(C=C1)NC1=NC=NC2=CC(=C(C=C12)NC1CCN(CC1)C(C=C)=O)OC)F)C 1-(4-((4-((4-((2-(3-(dimethylamino)azetidin-1-yl)pyridin-4-yl)oxy)-2-fluorophenyl)amino)-7-methoxyquinazolin-6-yl)amino)piperidin-1-yl)prop-2-en-1-one